C1(=CC=CC=C1)[C@@H]1CCC=2C1=NN(C2)C=2C=C(C=NC2)CCC=2C=NC(=NC2)N (S)-5-(2-(5-(6-phenyl-5,6-dihydrocyclopenta[c]pyrazol-2(4H)-yl)pyridin-3-yl)ethyl)pyrimidin-2-amine